FC(C1=CC2=C(SC(=C2)C(N[C@H]2CCC[C@@H]3N(C2=O)[C@@H](CC3)C(=O)N3CC(C3)C3=CC(=NC=C3)C)=O)C=C1)P(O)(O)=O (fluoro(2-(((3S,6S,9aS)-3-(3-(2-methylpyridin-4-yl)azetidine-1-carbonyl)-5-oxooctahydro-1H-pyrrolo[1,2-a]azepin-6-yl)carbamoyl)benzo[b]thiophen-5-yl)methyl)phosphonic acid